tetraphenylphosphonium dicyanamide salt [N-](C#N)C#N.C1(=CC=CC=C1)[P+](C1=CC=CC=C1)(C1=CC=CC=C1)C1=CC=CC=C1